N'-((1,2,3,5,6,7-hexahydro-s-indacen-4-yl)carbamoyl)-4-(2-hydroxypropan-2-yl)thiophene-2-sulfonimidamide C1CCC2=C(C=3CCCC3C=C12)NC(=O)N=S(=O)(N)C=1SC=C(C1)C(C)(C)O